N-trityl-4,6,7,8-tetrahydropyrazolo[5,1-c][1,4]oxazepine-3-sulfonimidamide C(C1=CC=CC=C1)(C1=CC=CC=C1)(C1=CC=CC=C1)NS(=O)(=N)C=1C=NN2C1COCCC2